(2E,4E)-2-((4-hydroxy-2-iodo-5-methoxybenzyl)amino)-2-oxoethyl hexa-2,4-dienoate C(\C=C\C=C\C)(=O)OCC(=O)NCC1=C(C=C(C(=C1)OC)O)I